C(#N)C=1C=C(C=NC1N1N=CC=N1)NC(=O)NC=1C=NC=2N(C1[C@H](C)OC)N=C(C2)C (S)-1-(5-cyano-6-(2H-1,2,3-triazol-2-yl)pyridin-3-yl)-3-(7-(1-methoxyethyl)-2-methylpyrazolo[1,5-a]pyrimidin-6-yl)urea